1-(2-chlorophenyl)-4-morpholin-4-yl-7-(trifluoromethyl)pyrido[2,3-d]pyrimidin-2(1H)-one ClC1=C(C=CC=C1)N1C(N=C(C2=C1N=C(C=C2)C(F)(F)F)N2CCOCC2)=O